N[C@@H]1[C@H](CC2=CC=CC=C12)NC(=O)C1=CN(CCS1)C1=C2C(=NC=C1)NC=C2 N-((1S,2S)-1-amino-2,3-dihydro-1H-inden-2-yl)-4-(1H-pyrrolo[2,3-b]pyridin-4-yl)-3,4-dihydro-2H-1,4-thiazine-6-carboxamide